(2,3-dihydroxypropyl)trimethyl-ammonium chloride [Cl-].OC(C[N+](C)(C)C)CO